C(C)C1=NOC=C1C(=O)N[C@H](C1=NC2=C(N1)C=CC(=C2F)[C@@H]2N(CCOC2)C(=O)OC(C)(C)C)C2CCC(CC2)C tert-Butyl (3S)-3-(2-{(S)-[(3-ethylisoxazole-4-carbonyl)amino](4-methylcyclohexyl)-methyl}-4-fluoro-1H-benzimidazol-5-yl)morpholine-4-carboxylate